FC(C1=CC=C(C=C1)S(=O)(=O)N1CCC2(C3=CC=CC=C13)CCCCC2)(F)F ((4-(trifluoromethyl)phenyl)sulfonyl)-2',3'-dihydro-1'H-spiro[cyclohexane-1,4'-quinoline]